8-[(3R)-4-[(4-Fluorophenyl)(3-methylphenyl)methyl]-3-methylpiperazin-1-yl]-5-methyl-6-oxo-5,6-dihydro-1,5-naphthyridin-2,7-dicarbonitril FC1=CC=C(C=C1)C(N1[C@@H](CN(CC1)C1=C(C(N(C=2C=CC(=NC12)C#N)C)=O)C#N)C)C1=CC(=CC=C1)C